prop-1-en-2-ylmagnesium bromide C=C(C)[Mg]Br